BrC1=C(C=C2C(=NC(=NC2=C1F)Cl)N1CCOCC(C1)C)F 4-(7-bromo-2-chloro-6,8-difluoroquinazolin-4-yl)-6-methyl-1,4-oxazepan